Methyl 1-(2-chlorophenyl)-5-(pyridin-2-yl)-1H-pyrazole-3-carboxylate ClC1=C(C=CC=C1)N1N=C(C=C1C1=NC=CC=C1)C(=O)OC